CC1(CC=2C(=NNC2CC1)C(=O)N[C@H]1COC2=C(N(C1=O)C)C=CC=C2)C 5,5-dimethyl-N-[(3S)-5-methyl-4-oxo-2,3-dihydro-1,5-benzoxazepine-3-yl]-1,4,6,7-tetrahydroindazole-3-carboxamide